C(N)([O-])=O.C(N)([O-])=O.[Na+].[Na+] sodium dicarbamate